O(C1=CC=CC=C1)C1=CC=C(C=C1)NC=1C2=C(N=CN1)C=CC(=N2)C2CN(CCC2)C(=O)OC(C)(C)C tert-butyl 3-(4-((4-phenoxyphenyl)amino)pyrido[3,2-d]pyrimidin-6-yl)piperidine-1-carboxylate